C(C)(C)(C)S(=O)(=O)C1=CC(=C(C=C1)N1CCC1)Cl (4-tert-Butylsulfonyl-2-chloro-phenyl)azetidine